yttrium praseodymium silicate [Si]([O-])([O-])([O-])[O-].[Pr+3].[Y+3]